CC1=CC=C2C=CC=NC2=C1S(=O)(=O)NC1=C(C=CC=C1)C#CC=1C=CC(=NC1)C(=O)OCC(CO)O 2,3-dihydroxypropyl 5-{2-[2-(7-methylquinoline-8-sulfonamido)phenyl]ethynyl}pyridine-2-carboxylate